COC(=O)C=1C=C(C=C(C1)N1N=NC(=C1)C1=CC=C(C=C1)C(F)(F)F)C1=CC=C(C=C1)C1=NOC=C1 4'-(isoxazol-3-yl)-5-(4-(4-(trifluoromethyl)phenyl)-1H-1,2,3-triazol-1-yl)-[1,1'-biphenyl]-3-carboxylic acid methyl ester